C12CN(CC(CC1)N2)C=2C=C(C=NC2)C=2C(=C(C=C(C2)F)C2=CC(=C(C=C2)N2C(N(C=C2)C)=O)Cl)O 1-(3'-(5-(3,8-diazabicyclo[3.2.1]oct-3-yl)pyridin-3-yl)-3-chloro-5'-fluoro-2'-hydroxy-[1,1'-biphenyl]-4-yl)-3-methyl-1H-imidazol-2(3H)-one